cyclohexane-2,3,5,6-tetracarboxylic acid C1C(C(CC(C1C(=O)O)C(=O)O)C(=O)O)C(=O)O